(11β,16α)-9-Fluoro-11,17,21-trihydroxy-16-methylpregna-1,4-dien-3,20-dion F[C@@]12[C@]3(C=CC(C=C3CC[C@H]1[C@@H]1C[C@H]([C@](C(CO)=O)([C@]1(C[C@@H]2O)C)O)C)=O)C